(1,4-dioxan-2-yl)methylamine hydrochloride Cl.O1C(COCC1)CN